O1CCN(CC1)CCN1C2=CC=C(C=C2SC=2C=C(C=CC12)C1=CC(=C(C=C1)NS(=O)(=O)C)C(F)(F)F)C1=CC(=C(C=C1)NS(=O)(=O)C)C(F)(F)F N,N'-((10-(2-morpholinoethyl)-10H-phenothiazine-3,7-diyl)-bis-(2-(trifluoromethyl)-4,1-phenylene))dimethanesulfonamide